trimethoxy(9-phenanthryl)silane CO[Si](C=1C2=CC=CC=C2C=2C=CC=CC2C1)(OC)OC